(3-iodo-4-(4-(4-oxobutoxy)phenoxy)phenethyl)carbamate IC=1C=C(CCNC([O-])=O)C=CC1OC1=CC=C(C=C1)OCCCC=O